ClC1=NC=C(C(=N1)NCCCNC(OC(C)(C)C)=O)[N+](=O)[O-] tert-Butyl (3-((2-chloro-5-nitropyrimidin-4-yl)amino)propyl)carbamate